4-oxo-pentanoic acid O=C(CCC(=O)O)C